heptyl-4,7-dihydroxychroman C(CCCCCC)C1OC2=CC(=CC=C2C(C1)O)O